(6-Chloro-2-methylpyrimidin-4-yl)-N-(cyclopropylmethyl)methanamine ClC1=CC(=NC(=N1)C)CNCC1CC1